N1C=C(C2=CC=CC=C12)C1=NNC=C1 (indol-3-yl)-pyrazole